FC1=C2C(=NNC2=CC=C1)C=C 4-fluoro-3-vinyl-1H-indazole